OCC1(COC1)CC=1C=CC(=C(C1)S(=O)(=O)N(C)C)C 5-[[3-(hydroxymethyl)oxetan-3-yl]methyl]-N,N,2-trimethyl-benzenesulfonamide